N-(3-(2'-fluoro-3'-(trifluoromethyl)-[1,1'-biphenyl]-4-yl)propyl)-2-methylthiazole-5-carboxamide FC1=C(C=CC=C1C(F)(F)F)C1=CC=C(C=C1)CCCNC(=O)C1=CN=C(S1)C